2-((2-chloro-6-methyl-5,6,7,8-tetrahydropyrido[4,3-d]pyrimidin-4-yl)amino)-1-fluoro-5,6,8,9,10,11-hexahydro-7H-pyrido[3',4':4,5]pyrrolo[2,3-f]isoquinolin-7-one ClC=1N=C(C2=C(N1)CCN(C2)C)NC=2N=CC=1CCC3=C(C1C2F)NC2=C3C(NCC2)=O